2-(3-chloro-4-(2,4-dioxotetrahydropyrimidin-1(2H)-yl)phenoxy)acetaldehyde ClC=1C=C(OCC=O)C=CC1N1C(NC(CC1)=O)=O